3-(2-(4-Methoxybenzoyl)-1,2,3,4-tetrahydroisoquinolin-5-yl)-3-(2,3-dihydrobenzofuran-5-yl)propionic acid methyl ester COC(CC(C=1C=CC2=C(CCO2)C1)C1=C2CCN(CC2=CC=C1)C(C1=CC=C(C=C1)OC)=O)=O